CCC(CCCCC)OC=C(C)C1=CC=CC=C1 (1-(oct-3-yloxy)prop-1-en-2-yl)benzene